(S)-4-(5-(4-phenyl-3,4-dihydro-1H-benzo[4,5]imidazo[2,1-c][1,4]oxazin-7-yl)pyrimidin-2-yl)thiomorpholine 1,1-dioxide C1(=CC=CC=C1)[C@@H]1N2C(COC1)=NC1=C2C=C(C=C1)C=1C=NC(=NC1)N1CCS(CC1)(=O)=O